O=C1NC2(NC1)C(C(CC2)CC(=O)OC)CCCCC methyl (±)-2-(2-oxo-6-pentyl-1,4-diazaspiro[4.4]nonan-7-yl)acetate